(1aR,5aR)-2-(2,4-Difluoro-phenyl)-1a,2,5,5a-tetrahydro-1H-2,3-diaza-cyclopropa[a]pentalene-4-carboxylic acid [1-(2-hydroxy-pyridin-3-yl)-1-methyl-ethyl]-amide OC1=NC=CC=C1C(C)(C)NC(=O)C=1C=2C[C@@H]3[C@H](C2N(N1)C1=C(C=C(C=C1)F)F)C3